2-cyclopropyl-6-fluoro-4-[3-(trifluoromethyl)-7,8-dihydro-5H-1,6-naphthyridin-6-yl]quinazoline C1(CC1)C1=NC2=CC=C(C=C2C(=N1)N1CC=2C=C(C=NC2CC1)C(F)(F)F)F